3-methylpicolinate CC=1C(=NC=CC1)C(=O)[O-]